(S)-2-amino-3-(5-((4-((2-hydroxyethyl)amino)-5-(trifluoromethyl)pyrimidin-2-yl)amino)-4-methoxypyridin-2-yl)propionic acid N[C@H](C(=O)O)CC1=NC=C(C(=C1)OC)NC1=NC=C(C(=N1)NCCO)C(F)(F)F